BrC=1C(=NC=C(C1)C(F)(F)F)NC1=C(C(=CC=C1C)OC)C 3-bromo-N-(3-methoxy-2,6-dimethyl-phenyl)-5-(trifluoromethyl)pyridin-2-amine